2-((6-methoxy-1,2,3,4-tetrahydroisoquinolin-7-yl)amino)-5-(trifluoromethyl)pyrimidin-4-carboxyamide COC=1C=C2CCNCC2=CC1NC1=NC=C(C(=N1)CC(=O)N)C(F)(F)F